1-ethyl-2,6-diaminobenzene C(C)C1=C(C=CC=C1N)N